(R)-2-(4-(6-acetamido-1-(6-(3-methoxytetrahydrofuran-3-yl)-4-methylpyridin-2-yl)-1H-pyrrolo[3,2-c]pyridin-3-yl)cyclohexyl)acetic acid C(C)(=O)NC1=CC2=C(C=N1)C(=CN2C2=NC(=CC(=C2)C)[C@]2(COCC2)OC)C2CCC(CC2)CC(=O)O